N-((S)-5-(2-(2-aminopyridin-3-yl)-5-(1H-pyrazol-1-yl)-3H-imidazo[4,5-b]pyridin-3-yl)-2,3-dihydro-1H-inden-1-yl)-6,7-dihydro-5H-cyclopenta[c]pyridin-7-amine NC1=NC=CC=C1C1=NC=2C(=NC(=CC2)N2N=CC=C2)N1C=1C=C2CC[C@@H](C2=CC1)NC1CCC2=C1C=NC=C2